(3R,8S)-8-(hydroxymethyl)-3,10-dimethyl-11-oxo-1,3,4,7,8,9,10,11-octahydro-2H-pyrido[4',3':3,4]Pyrazolo[1,5-a][1,4]Diazepine-2-carboxylic acid tert-butyl ester C(C)(C)(C)OC(=O)N1CC=2C(=NN3C2C(N(C[C@@H](C3)CO)C)=O)C[C@H]1C